N-(Trideuteromethyl)pyrimidine-5-carboxamide [2H]C(NC(=O)C=1C=NC=NC1)([2H])[2H]